CC=1C(=C(C=C(C1)C(F)(F)F)O)C=1C=CC=2C(N1)=NN(C2)[C@@H]2CCC1=C(N(N=N1)C)C2 (R)-3-methyl-2-(2-(1-methyl-4,5,6,7-tetrahydro-1H-benzo[d][1,2,3]triazol-6-yl)-2H-pyrazolo[3,4-b]pyridin-6-yl)-5-(trifluoromethyl)phenol